NC(C)C=1C=C(SC1)CNC(=O)[C@H]1N(CCC1)C(CNC(C1=CC=C(C=C1)OC1=CC=CC=C1)=O)=O (2S)-N-((4-(1-aminoethyl)thiophen-2-yl)methyl)-1-((4-phenoxybenzoyl)glycyl)pyrrolidine-2-carboxamide